C(N)(O[C@H](C(=O)NCCOC1=NC(=NC(=C1)NC=1SC(=CN1)C1=CC=CC=C1)C)C)=O [(1s)-1-methyl-2-[2-[2-methyl-6-[(5-phenylthiazol-2-yl)amino] pyrimidin-4-yl] oxy ethylamino]-2-oxo-ethyl] carbamate